1-[(3-bromo-4-pyridyl)methyl]-3-[(3R)-4,4-difluorotetrahydrofuran-3-yl]-1-methyl-urea BrC=1C=NC=CC1CN(C(=O)N[C@@H]1COCC1(F)F)C